Non-8-yn-1-amine hydrochloride Cl.C(CCCCCCC#C)N